(2-(3,4-dimethoxystyryl)-3,4-dihydroquinolin-1(2H)-yl)(phenyl)methanone COC=1C=C(C=CC2N(C3=CC=CC=C3CC2)C(=O)C2=CC=CC=C2)C=CC1OC